dimethyl-dodecyl-(2-methacryloxyethyl)ammonium bromide [Br-].C[N+](CCOC(C(=C)C)=O)(CCCCCCCCCCCC)C